[N+](=O)([O-])C=1N(C=CN1)CCC[C@@H](C(N[C@H]1CN(CC1(C)C)C)=O)NC(OC(C)(C)C)=O tert-butyl N-[(1S)-4-(2-nitro-1H-imidazol-1-yl)-1-{[(3R)-1,4,4-trimethylpyrrolidin-3-yl]carbamoyl}butyl]carbamate